C[C@H]1CC[C@@]2([C@]3(CC[C@H](C[C@@H]13)C2(C)C)C)O (1R,4S,4aS,6R,8aS)-octahydro-4,8a,9,9-tetramethyl-1,6-methanonaphthalen-1(2H)-ol